β,β,5-trifluoro-2-(trifluoromethyl)-benzenepropanoic acid FC(CC(=O)O)(C1=C(C=CC(=C1)F)C(F)(F)F)F